2-(6-(2-chloro-5-fluorophenyl)-5-(3-fluoro-5-(trifluoromethyl)benzamido)-2-methyl-8-oxo-2,6,7,8-tetrahydropyrrolo[3,4-g]indazol-3-yl)ethyl 2,2,2-trifluoroacetate FC(C(=O)OCCC=1N(N=C2C3=C(C(=CC12)NC(C1=CC(=CC(=C1)C(F)(F)F)F)=O)C(NC3=O)C3=C(C=CC(=C3)F)Cl)C)(F)F